N-(5-(3'-Methyl-2'-oxo-2',3'-dihydrospiro[cyclopropane-1,1'-pyrrolo[2,3-c]quinolin]-8'-yl)-2-((1-methylazetidin-3-yl)methoxy)pyridin-3-yl)benzenesulfonamide CN1C(C2(C3=C1C=NC=1C=CC(=CC31)C=3C=C(C(=NC3)OCC3CN(C3)C)NS(=O)(=O)C3=CC=CC=C3)CC2)=O